3-(3-trifluoromethylphenyl)-2-benzyl-oxirane FC(C=1C=C(C=CC1)C1C(O1)CC1=CC=CC=C1)(F)F